3-(7-{[(4R)-8-chloro-4-ethyl-1,1-dioxo-3,4-dihydro-2H-pyrido[2,3-b][1,4,5]oxathiazepin-2-yl]methyl}-1-benzothien-5-yl)-3-(7-methoxy-1,4-dimethyl-1H-benzotriazol-5-yl)propanoic acid ClC1=CC2=C(O[C@@H](CN(S2(=O)=O)CC2=CC(=CC=3C=CSC32)C(CC(=O)O)C3=C(C2=C(N(N=N2)C)C(=C3)OC)C)CC)N=C1